4-(4-hydroxy-3-methylphenyl)-2-butanone OC1=C(C=C(C=C1)CCC(C)=O)C